(2S,4S)-4-(4-(6-aminopyridin-3-yl)-1H-1,2,3-triazol-1-yl)-2-((4-chloro-3-trifluoromethylphenyl)carbamoyl)pyrrole-1-carboxylic acid tert-butyl ester C(C)(C)(C)OC(=O)N1C(=CC(=C1)N1N=NC(=C1)C=1C=NC(=CC1)N)C(NC1=CC(=C(C=C1)Cl)C(F)(F)F)=O